6-fluoro-7-methoxy-2-methyl-3-(3''-(trifluoromethyl)-[1,1':4',1''-terphenyl]-4-yl)quinolin-4(1H)-one FC=1C=C2C(C(=C(NC2=CC1OC)C)C1=CC=C(C=C1)C1=CC=C(C=C1)C1=CC(=CC=C1)C(F)(F)F)=O